CC=1NC2=CC=CC=C2C1C([C@@H](C1=CC=CC=C1)NCCC1=CC=C(C=C1)S(=O)(=O)N)=O |r| (R)- and (S)-4-(2-((2-(2-methyl-1H-indol-3-yl)-2-oxo-1-phenylethyl)-amino)-ethyl)benzenesulfonamide